C(C)(C)N1N=C(N=C1[C@@H]1CC(CC1)=O)C1=CC=C(C=C1)C(F)(F)F (3S)-3-[2-isopropyl-5-[4-(trifluoromethyl)phenyl]-1,2,4-triazol-3-yl]cyclopentanone